tert-butyl (4-bromo-5-oxo-5,6,7,8-tetrahydronaphthalen-2-yl)carbamate BrC1=CC(=CC=2CCCC(C12)=O)NC(OC(C)(C)C)=O